(R)-1-((2-(2-methoxy-7-methylquinoxalin-5-yl)-7-methylthiazolo[5,4-b]pyridin-5-yl)oxy)propan-2-yl (2-chloropyrimidin-5-yl)carbamate ClC1=NC=C(C=N1)NC(O[C@@H](COC1=CC(=C2C(=N1)SC(=N2)C2=C1N=CC(=NC1=CC(=C2)C)OC)C)C)=O